6-chloro-4-{4-[(3-fluoro-5-methylphenyl)methyl]piperazin-1-yl}-1-methyl-2-oxo-1,2-dihydro-1,5-naphthyridine-3-carbonitrile ClC=1N=C2C(=C(C(N(C2=CC1)C)=O)C#N)N1CCN(CC1)CC1=CC(=CC(=C1)C)F